BrC=1C=C2C(C(N(C2=CC1)CCCCBr)=O)=CC1=CC(=C(C(=C1)OC)O)Br 5-bromo-3-(3-bromo-4-hydroxy-5-methoxybenzylidene)-1-(4-bromobutyl)indol-2-one